N1(CCCC1)C(=O)ON1CC=2C=C(C(=NC2CC1)NC1=NC=C(C(=N1)C1=CC2=C(N(N=C2C(=C1)F)C)C(=C)C)F)C(C)(C)C (tert-butyl 2-((5-fluoro-4-(7-fluoro-2-methyl-3-(prop-1-en-2-yl)-2H-indazol-5-yl) pyrimidin-2-yl) amino)-7,8-dihydro-1,6-naphthyridin-6(5H)-yl) pyrrolidine-1-carboxylate